4-(7-(10-(4-(diphenylamino)phenyl)anthracen-9-yl)benzo[c][1,2,5]thiadiazol-4-yl)-N,N-diphenylaniline C1(=CC=CC=C1)N(C1=CC=C(C=C1)C1=C2C=CC=CC2=C(C2=CC=CC=C12)C1=CC=C(C=2C1=NSN2)C2=CC=C(N(C1=CC=CC=C1)C1=CC=CC=C1)C=C2)C2=CC=CC=C2